2,3-Diethyl-5,6-dimethyl-4-isopropoxy-phenol C(C)C1=C(C(=C(C(=C1CC)OC(C)C)C)C)O